3-(2,3-dimethylcyclohexyl)aminopropane-1-sulfonic acid CC1C(CCCC1C)NCCCS(=O)(=O)O